methyl (R)-6-chloro-3-((1-(2-(2-methoxypyridin-4-yl)-3,6-dimethyl-4-oxo-4H-chromen-8-yl)ethyl)amino)picolinate ClC1=CC=C(C(=N1)C(=O)OC)N[C@H](C)C=1C=C(C=C2C(C(=C(OC12)C1=CC(=NC=C1)OC)C)=O)C